tert-butyl (6-oxospiro[3.3]heptan-2-yl)carbamate O=C1CC2(CC(C2)NC(OC(C)(C)C)=O)C1